FC(S(=O)(=O)O[2H])(F)F trifluoromethanesulfonic acid-d